tert-butyl 3-[hydroxy-(2-oxo-1H-benzo[cd]indol-5-yl)methyl]azetidine-1-carboxylate OC(C1CN(C1)C(=O)OC(C)(C)C)C=1C=CC=2C(NC3=CC=CC1C23)=O